C1(CCCCC1)C1=CC=C2C=CC=C(C2=C1)C 7-cyclohexyl-1-methylnaphthalene